NC=1C=NC=CC1C 3-amino-4-methylpyridine